2-{[(1S)-1-{4-[1-(4-Acryloylpiperazin-1-yl)propyl]phenyl}ethyl]amino}-8-methylpyrido[2,3-d]pyrimidin-7(8H)-on C(C=C)(=O)N1CCN(CC1)C(CC)C1=CC=C(C=C1)[C@H](C)NC=1N=CC2=C(N1)N(C(C=C2)=O)C